1,3,5-tri(2-methoxy-2-propyl)benzene COC(C)(C)C1=CC(=CC(=C1)C(C)(C)OC)C(C)(C)OC